ClC/C=C(\C)/[Si](C)(C)C ((E)-3-chloro-1-methylpropenyl)trimethylsilane